N-(5-benzyl-3-cyanothiophen-2-yl)-2-(4-(trifluoromethoxy)phenoxy)acetamide C(C1=CC=CC=C1)C1=CC(=C(S1)NC(COC1=CC=C(C=C1)OC(F)(F)F)=O)C#N